C1(CCC1)C[C@@H](C#C)NC([C@H](CC1=CC=CC=C1)NC(=O)C=1NC2=CC=CC=C2C1)=O N-((S)-1-(((S)-1-cyclobutylbut-3-yn-2-yl)amino)-1-oxo-3-phenylpropan-2-yl)-1H-indole-2-carboxamide